(S)-N'-(((S)-8-fluoro-3-methyl-1,2,3,5,6,7-hexahydro-s-indacen-4-yl)carbamoyl)-6,7-dihydro-5H-pyrazolo[5,1-b][1,3]oxazine-3-sulfonimidamide FC=1C=2CCCC2C(=C2[C@H](CCC12)C)NC(=O)N=[S@@](=O)(N)C=1C=NN2C1OCCC2